N=1C=CN2C1C=CC(=C2)NC(=O)C=2C=NN(C2C(F)(F)F)C2=C1C=CNC(C1=CC=C2)=C=O N-(imidazo[1,2-a]pyridine-6-yl)-1-(1-carbonyl-1,2-dihydro-isoquinoline-5-yl)-5-(trifluoromethyl)-1H-pyrazole-4-carboxamide